C(C)(C)(C)OC(=O)N[C@@H]1C[C@@H](CCC1)N |r| (+/-)-cis-N-tert-butoxycarbonyl-1,3-cyclohexanediamine